2-fluorobenzaldehyde O-(2-(1H-indol-1-yl)acetyl) oxime N1(C=CC2=CC=CC=C12)CC(=O)ON=CC1=C(C=CC=C1)F